(2R)-2-amino-3,3,3-trifluoropropan-1-ol N[C@H](CO)C(F)(F)F